CC([C@@H](C(=O)N1[C@@H](C[C@H](C1)O)C(=O)NC)N1N=NC(=C1)COC1=CC=C(C=C1)C)(C)C (2S,4R)-1-[(2S)-3,3-dimethyl-2-[4-[(4-methylphenoxy)methyl]triazol-1-yl]butanoyl]-4-hydroxy-N-methyl-pyrrolidine-2-carboxamide